C(C)OC(CCC(=O)C1=NC(=CC=C1O)C1=C(C(=CC=C1)F)Cl)=O 4-[6-(2-chloro-3-fluoro-phenyl)-3-hydroxy-pyridin-2-yl]-4-oxo-butyric acid ethyl ester